CC1=NOC(=C1C=1C=C2C(=NC1)C(=C(N2[C@@H](C)C2=NC=CC=C2)C(F)(F)F)C2=CC(=C(C(=O)O)C=C2)F)C (S)-4-(6-(3,5-dimethylisoxazol-4-yl)-1-(1-(pyridin-2-yl)ethyl)-2-(trifluoromethyl)-1H-pyrrolo[3,2-b]pyridin-3-yl)-2-fluorobenzoic acid